COC1=C(C=C(C=N1)C1=CC(=C2C(=NC=NN21)N)C(F)(F)F)C(=O)N2CC(CCC2)CC2=CC=C(C=C2)OC 7-(6-methoxy-5-{3-[(4-methoxyphenyl)methyl]piperidine-1-carbonyl}pyridin-3-yl)-5-(trifluoromethyl)pyrrolo[2,1-f][1,2,4]triazin-4-amine